C(C1=CC=CC=C1)(C1=CC=CC=C1)N1C(C(=CC=2[C@@H](CC3=C(C12)N=C1N3C=C(C=C1OC(F)F)OC)C(C)(C)C)C(=O)O)=O (s)-1-benzhydryl-5-(tert-butyl)-11-(difluoromethoxy)-9-methoxy-2-oxo-1,2,5,6-tetrahydropyrido[2',1':2,3]imidazo[4,5-h]quinoline-3-carboxylic acid